CC1=C(C(=C(C=C1)N1CC(C1)OC1=CC=C(C=C1)NC(=O)NC=1C=NC=CC1)C1=CC(=CC=C1)Cl)C(=O)OCC1=NOC(=C1)C1=CC=C(C=C1)I (5-(4-iodophenyl)isoxazol-3-yl)methanol methyl-3'-chloro-6-(3-(4-(3-(pyridin-3-yl)ureido)phenoxy)azetidin-1-yl)-[1,1'-biphenyl]-2-carboxylate